C(C)(C)(C)OC(=O)N1[C@@H](CC(C1)(F)F)C#N (S)-2-cyano-4,4-difluoropyrrolidine-1-carboxylic acid tert-butyl ester